isoamyl β-methoxycinnamate COC(=CC(=O)OCCC(C)C)C1=CC=CC=C1